6-[4-(difluoro-methoxy)-2-fluorophenyl]-1-fluoro-5-[4-[(3S)-1-(3-fluoropropyl)pyrrolidin-3-yl]oxyphenyl]-8,9-dihydro-7H-benzo[7]annulen-2-ol FC(OC1=CC(=C(C=C1)C1=C(C2=C(CCC1)C(=C(C=C2)O)F)C2=CC=C(C=C2)O[C@@H]2CN(CC2)CCCF)F)F